2-Pentenol C(C=CCC)O